O=C1N(C(C2=CC=CC=C12)=O)CC=1C(=NC=C(C1)F)OC1CC(C1)NC(OC(C)(C)C)=O tert-butyl ((1s,3s)-3-((3-((1,3-dioxoisoindol-2-yl)methyl)-5-fluoropyridin-2-yl) oxy)cyclobutanyl)carbamate